(E)-6-cyano-5-(((dimethylamino)methylene)amino)-3-methoxy-3',6'-dihydro-[2,4'-bipyridine] C(#N)C1=C(C=C(C(=N1)C=1CC=NCC1)OC)/N=C/N(C)C